FC=1C=CC2=CN(N=C2C1)C1=CC=C(C=C1)C 6-fluoro-2-(p-tolyl)-2H-indazole